ClC1=C(C(C2=CC=CC=C2C1OC1=CC=CC=C1)OC1=CC=CC=C1)NC1=C(C(=O)NC2=NC=CC=C2)C=CC=C1 ((3-chloro-1,4-diphenoxy-1,4-dihydronaphthalen-2-yl)amino)-N-(pyridin-2-yl)benzamide